cis-5-((5-(3-((2-(tert-butyl)pyridin-3-yl)oxy)cyclopentyl)-1H-pyrazol-3-yl)amino)-4-fluoro-2,3-dihydrobenzo[d]isothiazole 1,1-dioxide C(C)(C)(C)C1=NC=CC=C1O[C@H]1C[C@H](CC1)C1=CC(=NN1)NC=1C=CC2=C(CNS2(=O)=O)C1F